C1C(CC1N)C(F)(F)F (1r,3r)-3-(trifluoromethyl)cyclobutan-1-amine